CN(CCN1C2=C(OC[C@H]1CO)C(=NC(=N2)C2=CN=C(S2)C)N[C@@H]2CCC=1NC3=CC=CC=C3C1C2)C [(7R)-8-[2-(dimethylamino)ethyl]-2-(2-methylthiazol-5-yl)-4-[[(3R)-2,3,4,9-tetrahydro-1H-carbazol-3-yl]amino]-6,7-dihydropyrimido[5,4-b][1,4]oxazin-7-yl]methanol